perfluorophenyl (P)-1-(5-fluoro-2-methoxy-4-((1R,2R)-2-(trifluoromethyl)cyclopropyl)phenyl)-2-oxo-1,2-dihydroquinoline-6-sulfonate FC=1C(=CC(=C(C1)N1C(C=CC2=CC(=CC=C12)S(=O)(=O)OC1=C(C(=C(C(=C1F)F)F)F)F)=O)OC)[C@H]1[C@@H](C1)C(F)(F)F